C1=NC=CC2=CC=CC(=C12)CN[C@H](C(=O)O)CCC(C)(C)C (2S)-2-{[(isoquinolin-8-yl)methyl]amino}-5,5-dimethylhexanoic acid